C(C=C)N N-Allylamin